(8-(1,1-difluoro-2-hydroxyethyl)-1,4-dioxaspiro[4.5]dec-8-yl)-2-methylpropan-2-sulfinamide FC(CO)(F)C1(CCC2(OCCO2)CC1)CC(C)(S(=O)N)C